dimethyl-6H-[1,4]oxazino[3,2-g]quinazolin CC1=NC(=NC2=CC3=C(C=C12)NC=CO3)C